2-(11-methyldodecanoyl)ethanol phosphate P(=O)(O)(O)OCCC(CCCCCCCCCC(C)C)=O